(R)-3-(4-(1-Aminocyclobutyl)phenyl)-6-((4-hydroxy-1-(3-phenylbutanoyl)piperidin-4-yl)methyl)-2-methyl-2H-pyrazolo[4,3-d]pyrimidin-7(6H)-one NC1(CCC1)C1=CC=C(C=C1)C=1N(N=C2C1N=CN(C2=O)CC2(CCN(CC2)C(C[C@@H](C)C2=CC=CC=C2)=O)O)C